4-(((1-(2-Bromoethyl)-1H-1,2,3-triazol-4-yl)methyl)amino)-2-(2,6-dioxopiperidin-3-yl)isoindoline-1,3-dione BrCCN1N=NC(=C1)CNC1=C2C(N(C(C2=CC=C1)=O)C1C(NC(CC1)=O)=O)=O